4-(2-Chloro-6-methylpyridin-4-yl)-3-(4-methyl-5-mercapto-4H-1,2,4-triazol-3-yl)benzonitrile ClC1=NC(=CC(=C1)C1=C(C=C(C#N)C=C1)C1=NN=C(N1C)S)C